C(#N)[C@H](C[C@@H]1C(NCCC1)=O)NC(=O)[C@H]1N([C@H]2CC([C@@H]1CC2)(F)F)C([C@@H](NC2=C(C=CC(=C2)F)F)C)=O (1R,3S,4R)-N-((S)-1-cyano-2-((R)-2-oxopiperidin-3-yl)ethyl)-2-((2,5-difluorophenyl)-L-alanyl)-5,5-difluoro-2-azabicyclo[2.2.2]octane-3-carboxamide